1-(neopentylsulfinyl)-4-nitrobenzene C(C(C)(C)C)S(=O)C1=CC=C(C=C1)[N+](=O)[O-]